N-[4-[(6,7-Dimethoxy-1,5-naphthyridin-4-yl)oxy]phenyl]-1-(4-fluorophenyl)-6-methyl-2-oxopyridine-3-carboxamide COC=1N=C2C(=CC=NC2=CC1OC)OC1=CC=C(C=C1)NC(=O)C=1C(N(C(=CC1)C)C1=CC=C(C=C1)F)=O